C(C)C1C(=CCCC1(C)C)CC ethyl-2-ethyl-6,6-dimethylcyclohex-2-ene